NC1=C2C(=NC=N1)N(N=C2C2=CC=C(C=C2)O)CC2=NC1=CC=CC(=C1C(N2CC2=CC=CC=C2)=O)C#C 2-((4-Amino-3-(4-hydroxyphenyl)-1H-pyrazolo[3,4-d]pyrimidin-1-yl)methyl)-3-benzyl-5-ethynylquinazolin-4(3H)-one